(1R,2S,3S,4R)-3-((2-(5-fluoro-1H-pyrrolo[2,3-b]pyridin-3-yl)-7-methoxypyrrolo[2,1-f][1,2,4]triazin-4-yl)amino)bicyclo[2.2.2]octane-2-carboxylic acid FC=1C=C2C(=NC1)NC=C2C2=NN1C(C(=N2)N[C@@H]2[C@H](C3CCC2CC3)C(=O)O)=CC=C1OC